[Si](C)(C)(C(C)(C)C)OC[C@H](C1=CC(=CC=C1)Cl)N1C(N2C(C1)=CC(=C2)C2=NC(=NC=C2C)Cl)=O (S)-2-(2-((tert-Butyldimethylsilyl)oxy)-1-(3-chlorophenyl)ethyl)-6-(2-chloro-5-methylpyrimidin-4-yl)-1H-pyrrolo[1,2-c]imidazol-3(2H)-one